1-(cyclopropylmethyl)-7-methyl-1H-indole-2-carbaldehyde C1(CC1)CN1C(=CC2=CC=CC(=C12)C)C=O